(R)-2'-fluoro-4'-((1-methyl-1-(2-oxo-2-(thiazol-2-ylamino)ethyl)-6-(pyridin-2-ylmethoxy)-1,2,3,4-tetrahydroisoquinolin-7-yl)oxy)-[1,1'-biphenyl]-4-carboxylic acid FC1=C(C=CC(=C1)OC1=C(C=C2CCN[C@@](C2=C1)(CC(NC=1SC=CN1)=O)C)OCC1=NC=CC=C1)C1=CC=C(C=C1)C(=O)O